C(C)(C)(C)OC(=O)N[C@@H](CC=C)C1=NC=CC(=C1)N1N=C(C=C1NC([C@@H](C=C)C)=O)C(=O)OCC ethyl 1-(2-((S)-1-((tert-butoxycarbonyl) amino) but-3-en-1-yl) pyridin-4-yl)-5-((R)-2-methylbut-3-enoylamino)-1H-pyrazole-3-carboxylate